(3S,4R)-3-fluoro-1-[4-({8-[3-(methanesulfonyl-methyl)azetidin-1-yl]-5-(propan-2-yl)isoquinolin-3-yl}amino)pyrimidin-2-yl]-3-methyl-piperidin-4-ol F[C@]1(CN(CC[C@H]1O)C1=NC=CC(=N1)NC=1N=CC2=C(C=CC(=C2C1)C(C)C)N1CC(C1)CS(=O)(=O)C)C